(2-naphthaloyl)quinazolin-4(3H)-one C1=C(C=CC2=CC=CC=C12)C(=O)C1=NC2=CC=CC=C2C(N1)=O